(5-(5-chloro-2-methoxypyridin-4-yl)-1H-pyrazole-3-carbonyl)-N-((2-methyl-1H-indol-5-yl)methyl)piperidine-4-carboxamide ClC=1C(=CC(=NC1)OC)C1=CC(=NN1)C(=O)N1CCC(CC1)C(=O)NCC=1C=C2C=C(NC2=CC1)C